C1=C2C=3N(C(NC2=CC=C1)C1=CC2=C(N4CC5=C(N(C2)C4)C=CC(=C5)C5NC4=CC=CC=C4C=4N5C5=C(N4)C=CC=C5)C=C1)C1=C(N3)C=CC=C1 2,8-bis(5,6-dihydrobenzo[4,5]imidazo[1,2-c]quinazolin-6-yl)-6H,12H-5,11-methanodibenzo[b,f][1,5]diazocine